5-cyclobutylphenyl acetate C(C)(=O)OC1=CC=CC(=C1)C1CCC1